OC1C=C(C(C1)=O)CCCCCCC(=O)OC methyl 7-(3-hydroxy-5-oxocyclopent-1-en-1-yl)-heptanoate